2-[4-tert-butyl-N-[(1-cyanocyclopentyl)carbamoyl]anilino]-N-(4,4-difluorocyclohexyl)-2-(5-fluoro-3-pyridyl)acetamide C(C)(C)(C)C1=CC=C(N(C(NC2(CCCC2)C#N)=O)C(C(=O)NC2CCC(CC2)(F)F)C=2C=NC=C(C2)F)C=C1